C(C)(C)(C)OC(=O)N1C[C@@H](CC1)N (R)-3-Aminopyrrolidine-1-carboxylic acid tert-butyl ester